2-(5-amino-2-(furan-2-yl)-8H-pyrazolo[4,3-e][1,2,4]triazolo[1,5-c]pyrimidin-8-yl)-1-(4-(4-(2-methoxyethoxy)phenyl)piperazin-1-yl)pentan-1-one NC1=NC=2C(C=3N1N=C(N3)C=3OC=CC3)=CN(N2)C(C(=O)N2CCN(CC2)C2=CC=C(C=C2)OCCOC)CCC